2-cyclohexyl-3-(trifluoromethyl)-4,10-dihydrobenzo[f]pyrazolo[5,1-c][1,4]oxazepine C1(CCCCC1)C1=NN2C(COC3=C(C2)C=CC=C3)=C1C(F)(F)F